N[C@H](CC=1C=C2C(=NC(=NN2C1C)Cl)NCC1=C(C=NC=C1)F)CC1CC1 (S)-6-(2-amino-3-cyclopropylpropyl)-2-chloro-N-((3-fluoropyridin-4-yl)methyl)-7-methylpyrrolo[2,1-f][1,2,4]triazin-4-amine